1-(4-bromo-2-(trimethylsilyl)phenyl)pyrrolidine BrC1=CC(=C(C=C1)N1CCCC1)[Si](C)(C)C